FC1=CC=C(C=C1)[C@H]1[C@@H](CN(C1)CCOC)NC(=O)NC1=C(C(=NN1C1=CC=CC=C1)C=1C=NN(C1)CCOC)C 1-((3s,4r)-4-(4-fluorophenyl)-1-(2-methoxyethyl)pyrrolidin-3-yl)-3-(1'-(2-methoxyethyl)-4-methyl-1-phenyl-1h,1'h-[3,4'-bipyrazol]-5-yl)urea